trimethylolethane di(methyl)acrylate CC(=CC(=O)O)C.C(O)C(C)(CO)CO